Cl.Cl.N1N=CC(=C1)C=1C=CC=C(C1)O 5-(1H-pyrazol-4-yl)phenol-Dihydrochlorid